NC1=NC=NC(=C1NC=O)N 4,6-diamino-5-formamidopyrimidine